FC1=CC=CC=2CCN3N(C12)CC1=C3N=C3C(=C1C)N=CC=N3 1-fluoro-13-methyl-5,6-dihydro-14H-pyrazino[2'',3'':5',6']pyrido[2',3':3,4]pyrazolo[1,2-a]cinnoline